COC(C1=CC(=C(C(=C1)NC[C@H]1OCC1)[N+](=O)[O-])C(C)(F)F)=O.C(#N)C(=C1CC(C2=CC=CC=C12)=O)C#N 3-(dicyanomethylene)indene-1-one methyl-(S)-3-(1,1-difluoroethyl)-4-nitro-5-((oxetan-2-ylmethyl)amino)benzoate